(4-methoxyphenyl)-5-(4-nitrophenyl)Azole-4-carboxylic acid ethyl ester C(C)OC(=O)C=1C=C(NC1C1=CC=C(C=C1)[N+](=O)[O-])C1=CC=C(C=C1)OC